CC(CCC(=O)O)CCC 4,6-dimethylcaproic acid